FC(C(=O)O)(F)F.FC(C(=O)O)(F)F.NC1=CC=C(C(=N1)C)CNC([C@H](C)NC(=O)[C@@H]1NC[C@H](C1)CC1=CC(=C(C=C1)OC(F)(F)F)Cl)=O (2R,4S)-N-((S)-1-(((6-amino-2-methylpyridin-3-yl)methyl)amino)-1-oxopropan-2-yl)-4-(3-chloro-4-(trifluoromethoxy)benzyl)pyrrolidine-2-carboxamide di-trifluoroacetate